[5-[(2-amino-2-methyl-propyl)amino]-3-(2-chloro-6-methyl-4-pyridinyl)pyrazolo[1,5-a]pyrimidin-2-yl]benzonitrile trifluoroacetate FC(C(=O)O)(F)F.NC(CNC1=NC=2N(C=C1)N=C(C2C2=CC(=NC(=C2)C)Cl)C2=C(C#N)C=CC=C2)(C)C